(2R)-N-[4-(3-cyanophenyl)-5-(2,6-dimethyl-4-pyridyl)thiazol-2-yl]-2-methyl-azetidine-1-carboxamide C(#N)C=1C=C(C=CC1)C=1N=C(SC1C1=CC(=NC(=C1)C)C)NC(=O)N1[C@@H](CC1)C